C[C@H]1[C@H]([C@H]([C@@H]([C@@H](O1)OC[C@@H]2[C@H]([C@@H]([C@H]([C@@H](O2)O)NC(=O)C)O)O[C@H]3[C@@H]([C@H]([C@@H]([C@H](O3)CO)O[C@H]4[C@H]([C@H]([C@@H]([C@H](O4)CO[C@@H]5[C@H]([C@H]([C@@H]([C@H](O5)CO)O)O)O[C@H]6[C@@H]([C@H]([C@@H]([C@H](O6)CO)O[C@H]7[C@@H]([C@H]([C@H]([C@H](O7)CO)O)O)O)O)NC(=O)C)O)O[C@@H]8[C@H]([C@H]([C@@H]([C@H](O8)CO)O)O)O[C@H]9[C@@H]([C@H]([C@@H]([C@H](O9)CO)O[C@H]1[C@@H]([C@H]([C@H]([C@H](O1)CO)O)O)O)O)NC(=O)C)O)O)NC(=O)C)O)O)O The molecule is a branched amino decasaccharide consisting of a hexasaccharide chain of beta-D-galactose, N-acetyl-beta-D-glucosamine, alpha-D-mannose, beta-D-mannose, and two N-acetyl-beta-D-glucosamine residues linked sequentially (1->4), (1->2), (1->3), (1->4) and (1->4), to the beta-D-mannose residue of which is (1->6)-linked a beta-D-galactosyl-(1->4)-N-acetyl-beta-D-glucosaminyl-(1->3)-alpha-D-mannosyl trisaccharide branch and to the reducing end N-acetyl-beta-D-glucosamine residue of which is (1->6)-linked an alpha-L-fucose residue. When it is the N-glycan content of the tumour necrosis factor (TNF) alpha blocker adalimumab, the two terminal galactose residues may be either absent or alternatively the linkage to the GlcNAc residues may be (1->3), while the fucose residue may be absent. It has a role as an epitope. It is an amino decasaccharide, a glucosamine oligosaccharide and a N-glycan derivative.